Piperazin-1-yl-(3-(3-(piperidine-1-carbonyl)pyrazolo[1,5-a]pyridin-7-yl)phenyl)methanone N1(CCNCC1)C(=O)C1=CC(=CC=C1)C1=CC=CC=2N1N=CC2C(=O)N2CCCCC2